FC(C(C(F)(F)F)OCC)(F)F 1,1,1,3,3,3-hexafluoro-2-ethoxypropane